[Si](C)(C)(C(C)(C)C)C1=C(C=CC(=C1)CC)S(=O)(=O)N (tert-Butyldimethylsilyl)-4-ethylbenzenesulfonamide